tert-butyl N-[[6-[[2-(tert-butoxycarbonylamino)-5-(5-fluoro-2-thienyl)phenyl]carbamoyl]pyridazin-3-yl]-methyl-oxo-sulfanylidene]carbamate C(C)(C)(C)OC(=O)NC1=C(C=C(C=C1)C=1SC(=CC1)F)NC(=O)C1=CC=C(N=N1)S(=NC(OC(C)(C)C)=O)(=O)C